COC1=CSC=2C(NC(=C(C21)C(=O)OCC)C)=O ethyl 3-methoxy-5-methyl-7-oxo-6,7-dihydrothieno[2,3-c]pyridine-4-carboxylate